O1[C@@H](CCCC1)COC(NC=1N=CC2=CC(=C(C=C2C1)C1=C(C2=C(OCCN2)N=C1)C)F)=O (S)-(Tetrahydro-2H-pyran-2-yl)methyl-(7-fluoro-6-(8-methyl-2,3-dihydro-1H-pyrido[2,3-b][1,4]oxazin-7-yl)isochinolin-3-yl)carbamat